CCCCCCCCCCCCCCCCCCCCCC(=O)OC[C@H](COP(=O)([O-])OCC[N+](C)(C)C)OC(=O)CCCCCCCCC/C=C\CCCCCCCCCC 1-docosanoyl-2-(11Z-docosenoyl)-glycero-3-phosphocholine